1-(2-methylbenzyl)-1H-indole-5-carboxylic acid CC1=C(CN2C=CC3=CC(=CC=C23)C(=O)O)C=CC=C1